N-(1-methyl-3-phenoxy-1H-pyrazol-4-yl)-2-(1H-pyrazol-4-yl)-1,3-thiazole-4-carboxamide CN1N=C(C(=C1)NC(=O)C=1N=C(SC1)C=1C=NNC1)OC1=CC=CC=C1